COC1=C(CC2(CCCCC2)C(=O)N)C=CC(=C1)OC (2,4-dimethoxybenzyl)cyclohexane-1-carboxamide